FC1([C@@H](CN2C(N(CC[C@@H]21)C2=NOC1=C2C(=CC=C1)C1=C(C=CC=C1)F)=O)NS(=O)(=O)CC)F N-{(4aR,6R)-5,5-difluoro-2-[4-(2-fluorophenyl)-1,2-benzoxazol-3-yl]-1-oxooctahydropyrrolo[1,2-c]pyrimidin-6-yl}ethanesulfonamide